tris(2,3,4,5-tetrafluorophenyl)borane FC1=C(C=C(C(=C1F)F)F)B(C1=C(C(=C(C(=C1)F)F)F)F)C1=C(C(=C(C(=C1)F)F)F)F